C1(=CC=CC=C1)C1=C(C=CC=C1)C1=C(C(=C(C(=C1C1=CC=CC=C1)C1=C(C(=CC=C1)C1=CC=CC=C1)C=1SC=CC1)C1=C(C(=CC=C1)C1=CC=CC=C1)C=1SC=CC1)N)N di(phenyl)bis(phenylthiophenylphenyl)biphenyl-diamine